3-(4-methoxyphenyl)-2-methyl-5-phenyl-1H-pyrrole COC1=CC=C(C=C1)C1=C(NC(=C1)C1=CC=CC=C1)C